methyl 1-(2-acetoxyethyl)-8-methoxy-4,5-dihydro-1H-pyrazolo[4,3-H]quinazoline-3-carboxylate C(C)(=O)OCCN1N=C(C=2CCC=3C=NC(=NC3C21)OC)C(=O)OC